C(C)N1C=C(C(C2=CC(=C(N=C12)N1CCN(CC1)C)F)=O)C(C=CC1=CC=C(C=C1)Br)=O 1-ethyl-6-fluoro-7-(4-methylpiperazin-1-yl)-3-(4-bromocinnamoyl)-[1,8]naphthyridin-4(1H)-one